FC1=C(C=CC=C1)[C@@H](CC1=NC2=CC=CC=C2C=C1)NC(C)=O (R)-N-(1-(2-fluorophenyl)-2-(quinolin-2-yl)ethyl)acetamide